4-(pyrimidin-2-yl)isoxazole N1=C(N=CC=C1)C=1C=NOC1